FC1=C(N)C=C(C(=C1)SC)F 2,5-difluoro-4-(methylthio)aniline